C(C(=C)C)(=O)OCC1C(OC1)C 3-(methacryloxymethyl)-2-methyloxetane